C12CN(CC(O1)C2)C=2C(=NN1C2NC(=C(C1=O)C1=CC=C(C=C1)OC)C)C1=CC=CC=C1 3-(6-oxa-3-azabicyclo[3.1.1]hept-3-yl)-6-(4-methoxyphenyl)-5-methyl-2-phenylpyrazolo[1,5-a]pyrimidin-7(4H)-one